O=C1N=CC2=C(N1)C=CC(=N2)C#N 2-oxo-1,2-dihydropyrido[3,2-d]Pyrimidine-6-carbonitrile